O[C@H](CC(=O)[O-])C[C@H](\C=C\C=1N(C2=CC=CC=C2C1C1=CC=C(C=C1)C)C(C)C)O.[Na+] sodium (3S,5R,E)-3,5-dihydroxy-7-(1-isopropyl-3-(p-tolyl)-1H-indol-2-yl)hept-6-enoate